C(C)OC1=C(O[C@H]2CN(CCC2)C2=NC(=NC=C2)NC2=NC=CC(=N2)C=2C=C(C=CC2)CC(C(=O)O)(C)C)C=CC=C1 (R)-3-(3-(2-((4-(3-(2-ethoxyphenoxy)piperidin-1-yl)pyrimidin-2-yl)amino)pyrimidin-4-yl)phenyl)-2,2-dimethylpropanoic acid